2'-cyclobutyl-3'-fluoro[1,1'-biphenyl] C1(CCC1)C1=C(C=CC=C1F)C1=CC=CC=C1